C(C)(C)(C)OC(=O)N1CC=2C(CC1)=NN(C2C2=C1C=CNC1=C(C(=C2)Cl)OC)C2=C(C=CC=C2CC)CC 3-(6-chloro-7-methoxy-1H-indol-4-yl)-2-(2,6-diethylphenyl)-6,7-dihydro-2H-pyrazolo[4,3-c]Pyridine-5(4H)-carboxylic acid tert-butyl ester